tri(2-aminoethyl)amine hydrochloride Cl.NCCN(CCN)CCN